3-Amino-3-[(1-methoxy-1-oxooctan-2-yl)carbamoyl]propanoic acid NC(CC(=O)O)C(NC(C(=O)OC)CCCCCC)=O